((2-oxaspiro[3.3]hept-6-yl)amino)-2-chloropyrimidine-5-carboxylic acid C1OCC12CC(C2)NC2=NC(=NC=C2C(=O)O)Cl